FC1(CCN(C2=CC=C(C=C12)C=1C=CC(=NC1)C(=O)O)C1=CC2=C(N(C(N2C)=O)C)C(=C1)C(C)C)F 5-(4,4-difluoro-1-(7-isopropyl-1,3-dimethyl-2-oxo-2,3-dihydro-1H-benzo[d]imidazol-5-yl)-1,2,3,4-tetrahydroquinolin-6-yl)picolinic acid